9-methyl-6,7,8,9-tetrahydrobenzo-1,8-naphthyridine CC1CCCC=2C=C3C=CC=NC3=NC21